ClC1=C(C=CC2=CC(=CC=C12)F)N1C[C@H](CC1)C(=O)N[C@@H]([C@H](O)C1=CC2=C(OCCO2)C=C1)CN1CCCC1 (S)-1-(1-chloro-6-fluoronaphthalen-2-yl)-N-((1R,2R)-1-(2,3-dihydrobenzo[b][1,4]dioxin-6-yl)-1-hydroxy-3-(pyrrolidin-1-yl)propan-2-yl)pyrrolidine-3-carboxamide